6-[[(3R)-1-Ethyl-3-piperidyl]amino]-3-[2-hydroxy-4-(trifluoromethoxy)-phenyl]-4-methyl-1,2,4-triazin-5-one C(C)N1C[C@@H](CCC1)NC=1C(N(C(=NN1)C1=C(C=C(C=C1)OC(F)(F)F)O)C)=O